C(CCC)C(C(=O)OC)(C(=O)OC)CCCC dimethyl 2,2-dibutylmalonate